The molecule is an organonitrogen heterocyclic compound that is aconitane bearing hydroxy groups at the 1alpha, 8, and 14alpha positions and substituted at on the nitrogen and at positions 4 and 16beta by ethyl, methyl, and methoxy groups, respectively. It has a role as a phytotoxin. It is a tertiary amino compound, a tertiary alcohol, a secondary alcohol, an alkaloid, an organonitrogen heterocyclic compound and a bridged compound. It derives from a hydride of an aconitane. CCN1C[C@@]2(CC[C@@H]([C@@]34[C@@H]2C[C@@H](C31)[C@]5(C[C@@H]([C@H]6C[C@@H]4[C@@H]5[C@H]6O)OC)O)O)C